2-amino-N-(3-(5-chloro-2-methoxyphenyl)-1-(4-hydroxytetrahydrofuran-3-yl)-1H-pyrazol-4-yl)pyrazolo[1,5-a]pyrimidine-3-carboxamide NC1=NN2C(N=CC=C2)=C1C(=O)NC=1C(=NN(C1)C1COCC1O)C1=C(C=CC(=C1)Cl)OC